5-(1-cyclopentyl-2-methyl-1H-imidazo[4,5-b]pyridin-6-yl)-4-methoxy-N-methylpyrrolo[2,1-f][1,2,4]triazin-2-amine C1(CCCC1)N1C(=NC2=NC=C(C=C21)C=2C=CN1N=C(N=C(C12)OC)NC)C